tert-butyl N-[6-(2-{6-azaspiro[2.5]octan-6-yl}-4-iodobenzoylamino)-8-(4,4-difluoropiperidin-1-yl)-7-fluoroquinolin-3-yl]carbamate C1CC12CCN(CC2)C2=C(C(=O)NC=1C=C3C=C(C=NC3=C(C1F)N1CCC(CC1)(F)F)NC(OC(C)(C)C)=O)C=CC(=C2)I